ClC=1C(=NC(=NC1)N1C[C@@H]([C@H](CC1)NC1=CC2=C(N(N=N2)C2C(NC(CC2)=O)=O)C=C1)F)NC=1C=C2C=C(C(N(C2=CC1)C)=O)OCC(=O)NC 2-[[6-[[5-chloro-2-[(3S,4S)-4-[[1-(2,6-dioxo-3-piperidyl)benzotriazol-5-yl]amino]-3-fluoro-1-piperidyl]pyrimidin-4-yl]amino]-1-methyl-2-oxo-3-quinolyl]oxy]-N-methyl-acetamide